7-methyl-6-(1-((1-methyl-1H-imidazol-4-yl)sulfonyl)piperidin-4-yl)-[1,2,4]triazolo[1,5-a]pyridine CC1=CC=2N(C=C1C1CCN(CC1)S(=O)(=O)C=1N=CN(C1)C)N=CN2